FC(C=1N=CC(=NC1)OC=1C=CC(=C2C=CC=NC12)CNC(C=C)=O)(F)F N-{(8-[{5-(trifluoromethyl)pyrazin-2-yl}oxy]quinolin-5-yl)methyl}acrylamide